BrC=1C=C2C=CC(=NC2=CC1)C=1C=C(OCCN2[C@@H](C(N(CC2)C)=O)C)C=CC1 (R)-4-{2-[3-(6-bromoquinolin-2-yl)phenoxy]ethyl}-1,3-dimethylpiperazin-2-one